tert-butyl 4-[[4-(4,4,5,5-tetramethyl-1,3,2-dioxaborolan-2-yl)phenyl]methyl]piperazine-1-carboxylate CC1(OB(OC1(C)C)C1=CC=C(C=C1)CN1CCN(CC1)C(=O)OC(C)(C)C)C